C(C)(C)(C)OC(=O)N[C@@H](CC1=CC=CC=C1)C(=O)O N-(t-butoxycarbonyl)-L-phenylalanine